3-isopropyl-5-(4-(((7-methyl-5-(4-(methylsulfonyl)phenyl)thiazolo[5,4-b]pyridin-2-yl)oxy)methyl)piperidin-1-yl)-1,2,4-oxadiazole C(C)(C)C1=NOC(=N1)N1CCC(CC1)COC=1SC2=NC(=CC(=C2N1)C)C1=CC=C(C=C1)S(=O)(=O)C